C1=CC(=C(C=C1Cl)Br)F 2-Fluoro-5-chlorobromobenzene